Methyl (R)-3-benzyl-4-(3-(3-(benzyloxy)-2,4-difluoro-5-(trifluoromethyl)phenyl)-1-methyl-1H-pyrazolo[3,4-d]pyrimidin-6-yl)piperazine-1-carboxylate C(C1=CC=CC=C1)[C@@H]1CN(CCN1C1=NC=C2C(=N1)N(N=C2C2=C(C(=C(C(=C2)C(F)(F)F)F)OCC2=CC=CC=C2)F)C)C(=O)OC